C(=C)CCCCCCCCCCCCCCCCCC[Si](C)(C)C vinyloctadecyltrimethylsilane